C(C)(C)(C)OC(CCCCC(=O)N[C@H](C(=O)N1[C@@H](C[C@H](C1)O)C(N[C@@H](C)C1=CC=C(C=C1)C1=C(N=CS1)C)=O)C(C)(C)C)=O tert-butyl-6-(((S)-1-((2S,4R)-4-hydroxy-2-(((S)-1-(4-(4-methylthiazol-5-yl)phenyl)ethyl)carbamoyl)pyrrolidin-1-yl)-3,3-dimethyl-1-oxobutan-2-yl)amino)-6-oxohexanoate